P(=O)(OCCCCCCCCCCCC)(OC)[O-] lauryl methyl phosphate